4-bromo-2-(4-((1-methyl-1H-benzo[d]imidazol-2-yl)methyl)piperazin-1-yl)benzonitrile BrC1=CC(=C(C#N)C=C1)N1CCN(CC1)CC1=NC2=C(N1C)C=CC=C2